5-[(1S,2S)-2-(4,4,5,5-tetramethyl-1,3,2-dioxaborolan-2-yl)cyclopropyl]-2-(trifluoromethyl)pyridine CC1(OB(OC1(C)C)[C@@H]1[C@H](C1)C=1C=CC(=NC1)C(F)(F)F)C